C(CCC)C1=C(N(C2=C1C=NC(=C2)N)C)C2=NC(=NC=C2)NCC(F)(F)F Butyl-1-methyl-2-[2-(2,2,2-trifluoroethylamino)pyrimidin-4-yl]pyrrolo[3,2-c]pyridin-6-amine